C(CCCCCCCCCCCCC)(=O)OC[C@@H](OC(CCCCCCCCCCCCC)=O)CO 1,2-bisMyristoyl-sn-glycerol